1-(4-(4-fluoro-2-methoxyphenyl)pyridin-2-yl)-3-((1r,3r)-3-hydroxycyclobutyl)urea FC1=CC(=C(C=C1)C1=CC(=NC=C1)NC(=O)NC1CC(C1)O)OC